N-Methyl-7-(3-methyl-1H-pyrazol-4-yl)-N-(2,2,6,6-tetramethyl-piperidin-4-yl)-5H-isochromeno[3,4-d]thiazol-2-amine CN(C=1SC2=C(N1)OCC=1C=C(C=CC12)C=1C(=NNC1)C)C1CC(NC(C1)(C)C)(C)C